O1C=2C(=CC1)C=C1C=CC=C1C2 indeno[5,6-b]furan